C(#N)C=1C=C(C=NC1)[C@H]1N(OCC1)C(=O)C1CCN(CC1)C1=NC=CC(=C1)C(=O)N 2-[4-[(3S)-3-(5-Cyano-3-pyridyl)isoxazolidine-2-carbonyl]-1-piperidyl]pyridine-4-carboxamide